methyl (2R)-2-((S)-2-(((tert-butoxycarbonyl)amino)methyl)-5-chloro-6-fluoro-2-phenyl-2,3-dihydrobenzofuran-4-yl)-3-fluoro-4-(2-((tetrahydro-2H-pyran-2-yl)oxy)ethoxy)benzoate C(C)(C)(C)OC(=O)NC[C@@]1(OC2=C(C1)C(=C(C(=C2)F)Cl)C2=C(C(=O)OC)C=CC(=C2F)OCCO[C@H]2OCCCC2)C2=CC=CC=C2